e-(tert-Butoxycarbonyl)-L-lysine C(C)(C)(C)OC(=O)N[C@@H](CCCCN)C(=O)O